3Z-hexenyl cyclopropanecarboxylate C1(CC1)C(=O)OC=CCCCC